(S)-6-(cyclopropylmethoxy)-N-(1-hydroxy-3-methylbutan-2-yl)-5-(3-methoxyazetidin-1-yl)picolinamide C1(CC1)COC1=C(C=CC(=N1)C(=O)N[C@H](CO)C(C)C)N1CC(C1)OC